2-(trimethylsilyl)ethyl-Oxygen C[Si](CC[O])(C)C